N-(4-aminobenzyl)-2-ethynyl-thiazole-4-carboxamide NC1=CC=C(CNC(=O)C=2N=C(SC2)C#C)C=C1